C(C)(C)OCCOCCN 2-(2-isopropoxyethoxy)ethanamine